(3S)-3-methyl-4-(2-pyridylmethyl)piperazine-1-carboxylic acid tert-butyl ester C(C)(C)(C)OC(=O)N1C[C@@H](N(CC1)CC1=NC=CC=C1)C